5-((4-(1,3,5-triazin-2-yl)piperazin-1-yl)methyl)-2-(2,4-dioxotetrahydropyrimidin-1(2H)-yl)isoindoline-1,3-dione N1=C(N=CN=C1)N1CCN(CC1)CC=1C=C2C(N(C(C2=CC1)=O)N1C(NC(CC1)=O)=O)=O